C1=C(CCC2=CC=CC=C12)C=1N(C(C2=CC(=CC(=C2C1)C(C)NC1=C(C(=O)O)C=CC=C1)C)=O)C 2-((1-(3-(3,4-dihydronaphthalen-2-yl)-2,7-dimethyl-1-oxo-1,2-dihydroisoquinolin-5-yl)ethyl)amino)benzoic acid